C(C)(C)(C)OC(=O)N[C@H](C=1N=C2N(N=CC(=C2)CC2C(N(CC2C)C(=O)OC(C)(C)C)=O)C1)C1CCC(CC1)(F)F tert-Butyl 3-((2-((S)-((tert-butoxycarbonyl)amino)(4,4-difluorocyclohexyl)methyl)imidazo[1,2-b]pyridazin-7-yl)methyl)-4-methyl-2-oxopyrrolidine-1-carboxylate